C(\C=C\C=C\C)(=O)OCCCC Butyl (E,E)-2,4-hexadienoate